C(C)N1C[C@@H]2C[C@@H]2[C@@H](C1)OC=1C=C2COC(C2=CC1)=O |o1:4,7| 5-(((1R*,5S*,6S)-3-ethyl-3-azabicyclo[4.1.0]heptan-5-yl)oxy)isobenzofuran-1(3H)-one